tert-butyl 3-(2-(2-(2-(2-((2-(2,6-dioxopiperidin-3-yl)-1,3-dioxoisoindolin-4-yl)oxy)acetamido)ethoxy)ethoxy)acetamido)-3-(pyridin-2-yl)azetidine-1-carboxylate O=C1NC(CCC1N1C(C2=CC=CC(=C2C1=O)OCC(=O)NCCOCCOCC(=O)NC1(CN(C1)C(=O)OC(C)(C)C)C1=NC=CC=C1)=O)=O